Methyl 2-[(tert-butoxycarbonylamino) methyl]-1H-benzimidazole-5-carboxylate C(C)(C)(C)OC(=O)NCC1=NC2=C(N1)C=CC(=C2)C(=O)OC